isopropyl 7-isopropoxy-2-(4-methyl-2-oxabicyclo[2.2.2]octan-1-yl)imidazo[1,2-a]pyrimidine-6-carboxylate C(C)(C)OC1=NC=2N(C=C1C(=O)OC(C)C)C=C(N2)C21OCC(CC2)(CC1)C